Cyclobutyl ((((1S,4R)-4-(2-amino-6-methoxy-9H-purin-9-yl)cyclopent-2-en-1-yl)methoxy)(4-bromophenoxy)phosphoryl)-L-alaninate NC1=NC(=C2N=CN(C2=N1)[C@H]1C=C[C@H](C1)COP(=O)(OC1=CC=C(C=C1)Br)N[C@@H](C)C(=O)OC1CCC1)OC